OC1=C(CN2N=C3C(=N2)C=CC=C3)C=C(C=C1)C=C 2-(2'-hydroxy-5'-vinyl-benzyl)benzotriazole